4-((2,5-difluoro-3-(1H-pyrazol-5-yl)benzyl)oxy)phenyl sulfurofluoridate S(OC1=CC=C(C=C1)OCC1=C(C(=CC(=C1)F)C1=CC=NN1)F)(=O)(=O)F